FC1=C(C=C(C=C1)F)[C@@H]1N(CCC1)C1=NC=2N(C=C1)N=CC2C(=O)NCCCCCCCCN2CCC(CC2)C2=CC=C(C=C2)N[C@H]2C(NC(CC2)=O)=O |r| 5-[rac-(2R)-2-(2,5-difluorophenyl)pyrrolidin-1-yl]-N-[8-[4-[4-[[rac-(3R)-2,6-dioxo-3-piperidyl]amino]phenyl]-1-piperidyl]octyl]pyrazolo[1,5-a]pyrimidine-3-carboxamide